trans-1-(3-methylphenyl)propylene oxide CC=1C=C(C=CC1)C1C(C)O1